C(C)N1CN(C(=C1C1=CC=C(C=C1)F)C1=CC=C(C=C1)F)CC N1,N3-diethyl-4,5-di(4'-fluorophenyl)imidazole